BrC1=CC(=CC(=C1)C)OC 1-bromo-3-methoxy-5-methylbenzene